N1C=NC=2C=CC=3C=NC=NC3C21 1H-imidazo[4,5-H]Quinazoline